methyl 4-methoxy-2-(methylsulfinyl)pyrimidine-5-carboxylate COC1=NC(=NC=C1C(=O)OC)S(=O)C